3-(R)-fluoropyrrolidine hydrochloride Cl.F[C@H]1CNCC1